methyl 4-amino-7-bromo-1-(6-(1-hydroxyethyl)pyridin-3-yl)-2-oxo-1,2-dihydroquinoline-3-carboxylate NC1=C(C(N(C2=CC(=CC=C12)Br)C=1C=NC(=CC1)C(C)O)=O)C(=O)OC